1-{2-[4-(2-morpholin-4-yl-ethoxy)-anilino]-pyrimidin-4-yl}-1H-indole-3-carboxamide N1(CCOCC1)CCOC1=CC=C(NC2=NC=CC(=N2)N2C=C(C3=CC=CC=C23)C(=O)N)C=C1